4'-((2S,3S)-4-acryloyl-3-methylmorpholin-2-yl)-6'-chloro-5-fluoro-N-methyl-[2,2'-bipyridine]-4-carboxamide C(C=C)(=O)N1[C@H]([C@@H](OCC1)C1=CC(=NC(=C1)Cl)C1=NC=C(C(=C1)C(=O)NC)F)C